N-(5-ethylnaphthalen-1-yl)-4-fluorobenzamide C(C)C1=C2C=CC=C(C2=CC=C1)NC(C1=CC=C(C=C1)F)=O